benzyl (2R)-2-(2-aminoethyl)-4,4-difluoropyrrolidine-1-carboxylate NCC[C@H]1N(CC(C1)(F)F)C(=O)OCC1=CC=CC=C1